(1R,3R)-1-(2,6-difluoro-4-((1-(3-fluoropropyl)azetidin-3-yl)oxy)phenyl)-6-fluoro-3-methyl-2-(2,2,2-trifluoroethyl)-2,3,4,9-tetrahydro-1H-pyrido[3,4-b]indole FC1=C(C(=CC(=C1)OC1CN(C1)CCCF)F)[C@H]1N([C@@H](CC2=C1NC1=CC=C(C=C21)F)C)CC(F)(F)F